2-[[2-(2-hydroxy-3-methoxyphenyl)-1H-benzimidazol-1-yl]methyl]-6-methoxyphenol OC1=C(C=CC=C1OC)C1=NC2=C(N1CC1=C(C(=CC=C1)OC)O)C=CC=C2